4-(5-Bromopyrazin-2-yl)piperazine-1-carboxylic acid tert-butyl ester C(C)(C)(C)OC(=O)N1CCN(CC1)C1=NC=C(N=C1)Br